(1S,2R)-2-(((2-(5-cyclopropyl-4'-fluoro-2'-(4-methyl-4H-1,2,4-triazol-3-yl)-[1,1'-biphenyl]-3-yl)-7-fluorobenzo[d]oxazol-5-yl)methyl)amino)cyclopentan-1-ol C1(CC1)C=1C=C(C=C(C1)C1=C(C=C(C=C1)F)C1=NN=CN1C)C=1OC2=C(N1)C=C(C=C2F)CN[C@H]2[C@H](CCC2)O